4-(4-((3'-((tert-butoxycarbonyl)amino)-4,4-dimethyl-3,4,5,6-tetrahydro-[1,1'-biphenyl]-2-yl)methyl)piperazin-1-yl)benzoic acid C(C)(C)(C)OC(=O)NC=1C=C(C=CC1)C1=C(CC(CC1)(C)C)CN1CCN(CC1)C1=CC=C(C(=O)O)C=C1